Br.C(CCC)C1=NC2(C(N1C(C1=CC(=C(C=C1)C=1C(=CC=CC1)S(=O)(=O)NC1=NOC(=C1Cl)C)COCC)([2H])[2H])=O)CCCC2 4'-((2-butyl-4-oxo-1,3-diazaspiro[4.4]non-1-en-3-yl)methyl-d2)-N-(4-chloro-5-methylisoxazol-3-yl)-2'-(ethoxymethyl)-[1,1'-biphenyl]-2-sulfonamide hydrobromide salt